C(C1=CC=CC=C1)(=O)N1CCC(CC1)CC=O 2-(1-benzoyl-piperidin-4-yl)acetaldehyde